tert-butyl (4S)-4-((tert-butylsulfinyl)amino)-4,6-dihydrospiro[cyclopenta[d]thiazole-5,4'-piperidine]-1'-carboxylate C(C)(C)(C)S(=O)N[C@@H]1C=2N=CSC2CC12CCN(CC2)C(=O)OC(C)(C)C